2-[[3,5-bis(1,1-dimethylethyl)-4-hydroxyphenyl]methyl]-2-butylpropanedioic acid, 1,3-bis(1,2,2,6,6-pentamethyl-4-piperidinyl) ester CC(C)(C)C=1C=C(C=C(C1O)C(C)(C)C)CC(C(=O)OC1CC(N(C(C1)(C)C)C)(C)C)(C(=O)OC1CC(N(C(C1)(C)C)C)(C)C)CCCC